bis(hexafluorotert-butanol) molybdenum (VI) [Mo+6].FC(C(C(F)(F)F)(C)O)(F)F.FC(C(C(F)(F)F)(C)O)(F)F